C(CO[C@@H]1[C@H]([C@@H]([C@H](O1)CO[C@@H]2[C@H]([C@@H]([C@H](O2)CO[C@@H]3[C@H]([C@@H]([C@H](O3)CO)O)O[C@H]4[C@H]([C@@H]([C@H](O4)CO)O)O)O[C@@H]5[C@H]([C@@H]([C@H](O5)CO)O)O[C@H]6[C@H]([C@@H]([C@H](O6)CO)O)O)O)O)O)N The molecule is a synthetic glycoside that consists of the branched hexasaccharide beta-D-Araf-(1->2)-alpha-D-Araf-(1->3)-[beta-D-Araf-(1->2)-alpha-D-Araf-(1->5)]-alpha-D-Araf-(1->5)-alpha-D-Araf having a 2-aminoethyl moiety at the reducing-end anomeric centre. It is a hexasaccharide derivative and a glycoside. It derives from a beta-D-Araf-(1->2)-alpha-D-Araf-(1->3)-[beta-D-Araf-(1->2)-alpha-D-Araf-(1->5)]-alpha-D-Araf-(1->5)-alpha-D-Araf.